2-methoxy-N-methyl-5-[4-(tri-fluoromethyl)phenyl]-5H-pyrido[3,2-b]indole-8-carboxamide COC=1C=CC=2N(C=3C=CC(=CC3C2N1)C(=O)NC)C1=CC=C(C=C1)C(F)(F)F